ethyl ALPHA-sulfolaurate S(=O)(=O)(O)C(C(=O)OCC)CCCCCCCCCC